4-tertiary butyl-phenylboronic acid C(C)(C)(C)C1=CC=C(C=C1)B(O)O